nitrogen Indol-7-ol N1C=CC2=CC=CC(=C12)O.[N]